C1(=CC=CC=2C3=CC=CC=C3C=CC12)C1=C(C2=CC=CC=C2C=C1)C1=C(C=CC=C1)C1=CC=CC=2C3=CC=CC=C3C=CC12 (phenanthrenyl-naphthalenyl)(phenanthrenyl)benzene